CC1=NSC(=N1)N1CCC(CC1)C(=O)O 1-(3-methyl-1,2,4-thiadiazol-5-yl)piperidine-4-carboxylic acid